CC(=CCC1=C(C(=C(C=C1O)OC)C(=O)/C=C/C2=CC=C(C=C2)O)O)C The molecule is a member of the class of chalcones that is trans-chalcone substituted by hydroxy groups at positions 4, 2' and 4', a methoxy group at position 6' and a prenyl group at position 3'. Isolated from Humulus lupulus, it induces apoptosis in human malignant glioblastoma cells. It has a role as a metabolite, an apoptosis inducer, an antineoplastic agent, an antiviral agent, an EC 2.3.1.20 (diacylglycerol O-acyltransferase) inhibitor and an anti-HIV-1 agent. It is a member of chalcones, a polyphenol and an aromatic ether. It is a conjugate acid of a xanthohumol(1-).